C(C)(C)(C)OP(N(C(C)C)C(C)C)OC(C)(C)C N-di-tert-butoxyphosphanyl-N-isopropyl-propan-2-amine